7-methyl-3-(trifluoromethyl)-1,6-naphthyridine-5-thiol CC=1N=C(C=2C=C(C=NC2C1)C(F)(F)F)S